C(C#C)OC1=C(C=O)C=CC=C1C=O (2-propynyloxy)isophthalaldehyde